tert-butyl (S)-3-(4-(2-((((9H-fluoren-9-yl)methoxy)carbonyl)amino)-3-(allyloxy)-3-oxopropyl)phenyl)bicyclo[1.1.1]pentane-1-carboxylate C1=CC=CC=2C3=CC=CC=C3C(C12)COC(=O)N[C@@H](CC1=CC=C(C=C1)C12CC(C1)(C2)C(=O)OC(C)(C)C)C(=O)OCC=C